azetidin-3-yl(4-(5-(trifluoromethyl)pyrimidin-2-yl)piperazin-1-yl)methanone N1CC(C1)C(=O)N1CCN(CC1)C1=NC=C(C=N1)C(F)(F)F